(3,5-dichloro-4-((2-(3-(trifluoromethyl)benzyl)-1-oxo-1,2,3,4-tetrahydroisoquinolin-6-yl)oxy)phenyl)-1,2,4-triazine-3,5(2H,4H)-dione ClC=1C=C(C=C(C1OC=1C=C2CCN(C(C2=CC1)=O)CC1=CC(=CC=C1)C(F)(F)F)Cl)N1N=CC(NC1=O)=O